C(#N)C1CC1 2-cyanocyclopropane